4'-(3,4-dichlorophenyl)-3'-(4-methoxybenzoyl)-1'-methylspiro[indoline-3,2'-pyrrolidin]-2-one ClC=1C=C(C=CC1Cl)C1C(C2(N(C1)C)C(NC1=CC=CC=C12)=O)C(C1=CC=C(C=C1)OC)=O